FC(C(=C(C(C(C(C(C(F)(F)F)(C(F)(F)F)F)(C(F)(F)F)F)(F)F)(F)F)C(F)(F)F)C(F)(F)F)(F)F 1,1,1,4,4,5,5,6,7,8,8,8-dodecafluoro-2,3,6,7-tetrakis(trifluoromethyl)-2-octene